S(=O)(O)O.S1C=CC=CC=CC=C1 thionine-sulfite